CC1(N(CCOC1)C)C trimethylmorpholine